COC1=NC=NC=C1N(NC(=O)[O-])C(=O)OCCCC butyl 1-(4-methoxypyrimidin-5-yl)hydrazine-1,2-dicarboxylate